ethyl (R)-5-((1-(2-(3-((tert-butoxycarbonyl)amino)but-1-yn-1-yl)-5-fluoropyridin-3-yl)cyclopropyl)amino)pyrazolo[1,5-a]pyrimidine-3-carboxylate C(C)(C)(C)OC(=O)N[C@@H](C#CC1=NC=C(C=C1C1(CC1)NC1=NC=2N(C=C1)N=CC2C(=O)OCC)F)C